O(C1=CC=CC=C1)C1=CC=CC(=N1)C=1C=C2C=CC(=CC2=CC1)CCC(=O)O 3-[6-(6-phenoxy-pyridin-2-yl)-naphthalen-2-yl]-propionic acid